3-(4-chlorophenyl)-1-phenyl-1H-pyrazole-4-acetic acid ClC1=CC=C(C=C1)C1=NN(C=C1CC(=O)O)C1=CC=CC=C1